NCC(=O)NCN1C(C(CCC1=O)N1C(C2=CC=C(C=C2C1)CNC(NC1=CC(=C(C=C1)CCSC)Cl)=O)=O)=O 2-amino-N-{[3-(5-{[({3-chloro-4-[2-(methylsulfanyl)ethyl]phenyl}carbamoyl)amino]methyl}-1-oxo-3H-isoindol-2-yl)-2,6-dioxopiperidin-1-yl]methyl}acetamide